2-((4-(3-(Aminomethyl)-3-methylazetidin-1-yl)pyrimidin-5-yl)oxy)-N-ethyl-5-fluoro-N-Isopropylbenzamide NCC1(CN(C1)C1=NC=NC=C1OC1=C(C(=O)N(C(C)C)CC)C=C(C=C1)F)C